CC1=CC(=O)CC(C1/C=C/C(=C\\C(=O)O)/C)(C)C The molecule is a monocarboxylic acid that is abscisic acid in which the tertiary hydroxy group is replaced by a hydrogen. It is an oxo monocarboxylic acid and an alpha,beta-unsaturated monocarboxylic acid. It derives from a 2-cis-abscisic acid.